Methyl 3-(3-acetoxypropyl)-6-fluoro-7-(2-(iodomethyl)-4,5,6,7-tetrahydropyrazolo[1,5-a]pyridin-3-yl)-1-methyl-1H-indole-2-carboxylate C(C)(=O)OCCCC1=C(N(C2=C(C(=CC=C12)F)C=1C(=NN2C1CCCC2)CI)C)C(=O)OC